SC(C(=O)O)CC 2-MERCAPTOBUTYRIC ACID